(3-(((2R,3S,4R,5R)-5-(4-amino-7H-pyrrolo[2,3-d]pyrimidin-7-yl)-3,4-dihydroxy-3-methyltetrahydrofuran-2-yl)methoxy)phenyl)urea hydrochloride Cl.NC=1C2=C(N=CN1)N(C=C2)[C@H]2[C@@H]([C@]([C@H](O2)COC=2C=C(C=CC2)NC(=O)N)(C)O)O